COC(=O)C=1C(=CC2=C(OCC(N2)=O)C1)[N+](=O)[O-] 6-Nitro-3-oxo-3,4-dihydro-2H-benzo[b][1,4]oxazine-7-carboxylic acid methyl ester